δ,ε-diaminohexanoic acid NC(CCCC(=O)O)CN